C1(CC1)NC(=O)NCCN1N=CC(=C1)C1=C2C(=NC=C1)C(=NN2C2CN(C2)C(C(=C)F)=O)C2=CC=C(C=C2)C(F)(F)F 1-cyclopropyl-3-(2-(4-(1-(1-(2-fluoroacryloyl)azetidin-3-yl)-3-(4-(trifluoromethyl)phenyl)-1H-pyrazolo[4,3-b]pyridin-7-yl)-1H-pyrazol-1-yl)ethyl)urea